ClC1=C(C=C(OCC(=O)NC[C@@H]2CC[C@H](CC2)NCC(COC2=CC(=C(C=C2)Cl)F)O)C=C1)F trans-2-(4-chloro-3-fluorophenoxy)-N-((4-((3-(4-chloro-3-fluorophenoxy)-2-hydroxypropyl)amino)cyclohexyl)methyl)acetamide